(5S,8S,10aR)-2-acetyl-5-((tert-butoxycarbonyl)amino)-6-oxodecahydropyrrolo[1,2-a][1,4]diazocine-8-carboxylic Acid C(C)(=O)N1C[C@@H]2N(C([C@H](CC1)NC(=O)OC(C)(C)C)=O)[C@@H](CC2)C(=O)O